O1CCC(=CC1)C1=C2C(=NC(=C1)N1[C@@H](COCC1)C)C(=NS2)C2=CC(=NN2C2OCCCC2)C (3R)-4-[7-(3,6-dihydro-2H-pyran-4-yl)-3-[3-methyl-1-(oxan-2-yl)-1H-pyrazol-5-yl]-[1,2]thiazolo[4,5-b]pyridin-5-yl]-3-methylmorpholine